4-(6-bromo-8-fluoro-1,2-dihydroquinazolin-2-yl)cyclohexan-1-ol BrC=1C=C2C=NC(NC2=C(C1)F)C1CCC(CC1)O